CN(C1(CCC2(CN(C(N2C)=O)C=2C=NC(=NC2)C#N)CC1)C1=CC(=CC=C1)F)C 5-[8-dimethylamino-8-(3-fluorophenyl)-1-methyl-2-oxo-1,3-diazaspiro[4.5]decan-3-yl]-pyrimidine-2-carbonitrile